4,4-Diisopropyl-6-(2-(((1r,4r)-4-((2-methoxyethyl)amino)cyclohexyl)amino)pyrimidin-4-yl)-3,4-dihydroisoquinolin C(C)(C)C1(CN=CC2=CC=C(C=C12)C1=NC(=NC=C1)NC1CCC(CC1)NCCOC)C(C)C